(3s,4r)-3-methyl-N-[4-(trifluoromethoxy)phenyl]piperidin-4-amine C[C@H]1CNCC[C@H]1NC1=CC=C(C=C1)OC(F)(F)F